C(C)(C)C=1N(N=C2N=CC(=CC21)C2=NC(=NC=C2)N[C@@H]2C[C@H](CC2)N)C (1S,3S)-N1-(4-(3-isopropyl-2-methyl-2H-pyrazolo[3,4-b]pyridin-5-yl)pyrimidin-2-yl)cyclopentane-1,3-diamine